(E)-4-Diethoxyphosphoryl-but-2-enoic acid ethyl ester C(C)OC(\C=C\CP(=O)(OCC)OCC)=O